N-[1-(7-Methylthieno[3,2-d]pyrimidin-4-yl)-4-piperidyl]-1,2,3,4-tetrahydro-2-naphthylamine CC1=CSC2=C1N=CN=C2N2CCC(CC2)NC2CC1=CC=CC=C1CC2